BrC1=CC(=C(C(=O)NC[C@@H](O[Si](C)(C)C(C)(C)C)C2N(CC3=CC=CC=C3C2)C(=O)[O-])C=C1)OCCOS(=O)(=O)C 3-((R)-2-(4-bromo-2-(2-((methylsulfonyl) oxy) ethoxy) benzoylamino)-1-((tert-butyldimethylsilyl) oxy) ethyl)-3,4-dihydroisoquinoline-2(1H)-carboxylate